methyl 1H-benzimidazol-2-carbamate N1C(=NC2=C1C=CC=C2)NC(=O)OC